6-(3-iodophenyl)-5,6,7,8-tetrahydropyrido[4,3-d]pyrimidin-4-ol IC=1C=C(C=CC1)N1CC2=C(N=CN=C2O)CC1